3-chloro-5-((1-((4-methyl-5-oxo-4,5-dihydropyrazin-2-yl)methyl)-6-oxo-4-(trifluoromethyl)-1,6-dihydropyrimidin-5-yl)oxy)benzonitrile ClC=1C=C(C#N)C=C(C1)OC1=C(N=CN(C1=O)CC=1N=CC(N(C1)C)=O)C(F)(F)F